3-bromo-5-chlorophenoxy(tert-butyl)dimethylsilane BrC=1C=C(O[Si](C)(C)C(C)(C)C)C=C(C1)Cl